amino-3-(benzothiazol-2-yl)coumarin NC1=C(C(OC2=CC=CC=C12)=O)C=1SC2=C(N1)C=CC=C2